2,7-Bis(butyramido)anthraquinone C(CCC)(=O)NC1=CC=2C(C3=CC(=CC=C3C(C2C=C1)=O)NC(CCC)=O)=O